(8aS)-7-(3-([1,2,4]triazolo[1,5-a]pyridin-8-yl)propyl)-2-(5-methylpyridin-2-yl)hexahydropyrrolo[1,2-a]pyrazin-6(2H)-one N=1C=NN2C1C(=CC=C2)CCCC2C[C@@H]1N(CCN(C1)C1=NC=C(C=C1)C)C2=O